OC1(CC(C1)CC(=O)OC(C)(C)C)C tert-Butyl 2-(3-hydroxy-3-methylcyclobutyl)acetate